N-phenyl-N'-{[(3R,5aS,6R,8aS,9R,10S,12R,12aR)-3,6,9-trimethyldecahydro-12H-3,12-epoxypyrano[4,3-j][1,2]benzodioxepin-10-yl]methyl}urea C1(=CC=CC=C1)NC(=O)NC[C@@H]1[C@@H]([C@@H]2CC[C@H]([C@@H]3CC[C@]4(OO[C@]32[C@H](O1)O4)C)C)C